C(#N)C1=CC=C(C=C1)S(=O)(=O)C(C1CCN(CC1)C(=O)NC1=CN=NC=C1)(F)F 4-(((4-cyanophenyl)sulfonyl)difluoro-methyl)-N-(pyridazin-4-yl)piperidine-1-carboxamide